[Cl-].OC1C[NH+](CC1O)C cis-3,4-dihydroxy-1-methylpyrrolidin-1-ium chloride